FC(COC1=CC=C(C=2N1N=C(N2)NC2C1CN(CC2CC1)C1=CC(=NC=C1)C(F)(F)F)C(C)(C)O)(F)F 2-(5-(2,2,2-trifluoroethoxy)-2-(((8-endo)-3-(2-(trifluoromethyl)pyridin-4-yl)-3-azabicyclo[3.2.1]octan-8-yl)amino)-[1,2,4]triazolo[1,5-a]pyridin-8-yl)propan-2-ol